C(C=C)(=O)NC=1C=C(C=CC1C)C1=C(NC2=NC=CC=C21)C2=CC=C(C=C2)N(C)CCN(C)C 3-(3-Acrylamido-4-methylphenyl)-2-(4-((2-(dimethylamino)ethyl)(methyl)amino)phenyl)-1H-pyrrolo[2,3-b]pyridin